2-[(4-piperidyl)benzyl]-6-acetyl-8-cyclopentyl-5-methylpyrido[2,3-d]pyrimidin-7(8H)-one N1CCC(CC1)C(C1=CC=CC=C1)C=1N=CC2=C(N1)N(C(C(=C2C)C(C)=O)=O)C2CCCC2